CNC1=CC=C(C=C1)C#C[Si](C)(C)C n-methyl-4-[2-(trimethylsilyl)ethynyl]aniline